N-(3-bromopropyl)-5-bromoisatin BrCCCN1C(=O)C(=O)C2=CC(=CC=C12)Br